C(CCCCCC\C=C/C\C=C/CCCCCCCC(=O)N)CCCCC\C=C/C\C=C/CCCCCCCC(=O)N ethylenebislinoleic acid amide